O[C@@H]1[C@H](O[C@H]([C@@H](C1=O)O)OC1=C(C=CC(=C1)C(C)C)C)CO (2R,3R,5S,6S)-3,5-dihydroxy-2-(hydroxymethyl)-6-(5-isopropyl-2-methylphenoxy)tetrahydro-4H-pyran-4-one